FC1=C(C(=CC=C1)F)[C@@H]1CCC2=NN(C(N21)=O)C21CC(C2)(C1)C#N (S)-3-(5-(2,6-difluorophenyl)-3-oxo-6,7-dihydro-3H-pyrrolo[2,1-c][1,2,4]triazol-2(5H)-yl)bicyclo[1.1.1]pentane-1-carbonitrile